4-cyclohexyl-α-methylstyrene C1(CCCCC1)C1=CC=C(C(=C)C)C=C1